3-((5-methoxy-3,4-dihydroisoquinolin-2(1H)-yl)carbonyl)-1,5,7-trimethyl-1,5-dihydro-4H-pyrrolo[3,2-c]pyridin-4-one COC1=C2CCN(CC2=CC=C1)C(=O)C1=CN(C2=C1C(N(C=C2C)C)=O)C